N-[(3S)-2-oxo-5-phenyl-2,3-dihydro-1H-1,4-benzodiazepin-3-yl]-2-[(2,3,5-trifluoro-6-methanesulfonylpyridin-4-yl)amino]acetamide O=C1NC2=C(C(=N[C@@H]1NC(CNC1=C(C(=NC(=C1F)S(=O)(=O)C)F)F)=O)C1=CC=CC=C1)C=CC=C2